N1CCOC2C1C1=C(CC2)C=CC=C1 2,3,4a,5,6,10b-hexahydro-1H-benzo[f][1,4]benzoxazine